C(C)OC=1C=C(C=2N(C1)N=C1C2C=NN1)C=1C=CC(=NC1)N1CCC(CC1)(O)C=NS(=O)(=O)C1=CC=CC=C1 N-((1-(5-(6-ethoxy-1H-pyrazolo[3',4':3,4]pyrazolo[1,5-a]pyridin-4-yl)pyridin-2-yl)-4-hydroxypiperidin-4-yl)methylene)benzenesulfonamide